methylpentanenol CC(=CCCC)O